[Cl-].CC(C)(OC(=O)NCC(CNC(=O)OC[N+](C(CN1C2=CC=CC=C2SC=2C=CC=CC12)C)(C)C)C)C N-[[[[[3-[[(1,1-dimethylethoxy)carbonyl]amino]-2-methylpropyl]amino]carbonyl]oxy]methyl]-N,N,α-trimethyl-10H-phenothiazin-10-ethanaminium chloride